C[C@H]1CNCCN1C (3S)-3,4-dimethylpiperazine